COC1=CC=C(C=C1)N1CCN(CC1)C1=CC=C(C=C1)OC 1,4-bis(p-methoxyphenyl)piperazine